ClC1=C(C=CC(=C1)Cl)[C@H]([C@@H](CC)O)O 1-(2,4-dichlorophenyl)-3-methyl-(R,R)-1,2-propanediol